O=C1C=2N(C(=NC2N=CN1CCC)C=1C=NN(C1)CC1=CC(=CC=C1)C(F)(F)F)COC(C)=O Acetic acid 6-oxo-1-propyl-8-[1-(3-trifluoromethyl-benzyl)-1H-pyrazol-4-yl]-1,6-dihydro-purin-7-ylmethyl ester